(S)-4-(8-chloro-2-(((2R,7aS)-2-fluorotetrahydro-1H-pyrrolizin-7a(5H)-yl)methoxy)pyrimido[5',4':4,5]thieno[2,3-d]pyridazin-4-yl)-6-methyl-1,4-oxazepan-6-ol ClC=1N=NC=C2C1SC1=C2C(=NC(=N1)OC[C@]12CCCN2C[C@@H](C1)F)N1CCOC[C@](C1)(O)C